CN(P(O)(=O)Cl)C.N1C(=O)N=C(N)C=C1 cytosine dimethylphosphoramidochloridate